4-(7H-pyrrolo[2,3-d]pyrimidin-4-yl)-piperazin-1-yl-carboxamide N1=CN=C(C2=C1NC=C2)N2CCN(CC2)C(=O)N